C1(CCC1)C=1C(=NN(C1CC1CC1)C)NC(CC1(CCCC1)O)=O N-(4-cyclobutyl-5-(cyclopropylmethyl)-1-methyl-1H-pyrazol-3-yl)-2-(1-hydroxycyclopentyl)acetamide